CN1C=2N(CC[C@@H](C1=O)NC(=O)C=1N=C3N(N1)[C@@H](CC3)C(F)(F)F)N=CC2 (5S)-N-[(6S)-4-methyl-5-oxo-7,8-dihydro-6H-pyrazolo[1,5-a][1,3]diazepin-6-yl]-5-(trifluoromethyl)-6,7-dihydro-5H-pyrrolo[1,2-b][1,2,4]triazole-2-carboxamide